tert-Butyl (±)-4-((4-(5-((2,6-dioxopiperidin-3-yl)amino)-2-fluorophenyl)piperazin-1-yl)methyl)piperidine-1-carboxylate O=C1NC(CC[C@H]1NC=1C=CC(=C(C1)N1CCN(CC1)CC1CCN(CC1)C(=O)OC(C)(C)C)F)=O |r|